alpha-carbomethoxy-p-methoxy-cinnamic acid methyl ester COC(C(=CC1=CC=C(C=C1)OC)C(=O)OC)=O